CN1C(C2CCC(C1)N2C=2N=CC1=C(N2)C(=NN1)C=1C=NN(C1)CC(F)(F)F)=O 3-Methyl-8-(3-(1-(2,2,2-trifluoroethyl)-1H-pyrazol-4-yl)-1H-pyrazolo[4,3-d]pyrimidin-5-yl)-3,8-diazabicyclo[3.2.1]octan-2-one